tert-butyl N-[1-methyl-1-[6-[3-[[(4S)-8-chlorochroman-4-yl] carbamoyl amino] pyrazol-1-yl]-3-pyridyl] ethyl]carbamate CC(C)(C=1C=NC(=CC1)N1N=C(C=C1)NC(N[C@H]1CCOC2=C(C=CC=C12)Cl)=O)NC(OC(C)(C)C)=O